2-((1-(3-(4-fluorophenyl)-2-methoxy-7-methylquinolin-5-yl)ethyl)amino)benzoic acid FC1=CC=C(C=C1)C=1C(=NC2=CC(=CC(=C2C1)C(C)NC1=C(C(=O)O)C=CC=C1)C)OC